ClC1=NC(=CC(=N1)NC1C(C2CCC1CC2)C(=O)O)N(C2=CC=CC=C2)C2=CC=CC=C2 (+/-)-trans-3-((2-chloro-6-(diphenylamino)pyrimidin-4-yl)amino)bicyclo[2.2.2]octane-2-carboxylic acid